BrC(=C)C=1SC=CC1 2-(1-bromovinyl)thiophene